NC1=CC=C2C(OC3(C4=CC=C(C=C4OC=4C=C(C=CC34)N3CCC3)N3CCC3)C2=C1)=O 6-amino-3',6'-bis(azetidin-1-yl)-3H-spiro[isobenzofuran-1,9'-xanthen]-3-one